ethyl [(5,6-diphenyl-1,2,4-triazin-3-yl)thio]acetate C1(=CC=CC=C1)C=1N=C(N=NC1C1=CC=CC=C1)SCC(=O)OCC